O-trimethylsilyl-D-glucopyranose C[Si](OC1[C@H](O)[C@@H](O)[C@H](O)[C@H](O1)CO)(C)C